2-[(2R)-1-[(2,3-difluorophenyl)methyl]-5-oxopyrrolidin-2-yl]-N-methylsulfonylacetamide FC1=C(C=CC=C1F)CN1[C@H](CCC1=O)CC(=O)NS(=O)(=O)C